CNC1=CC(=NC(=C1)C(=O)O)C(=O)O 4-(methylamino)-2,6-pyridine-dicarboxylic acid